Bis(hydroxyethyl)methyl-dodecyl-ammonium chloride [Cl-].OCC[N+](CCCCCCCCCCCC)(C)CCO